Methyl (S)-2-(4-(6-((5-bromo-3-fluorothiophen-2-yl)methoxy)pyridin-2-yl)-2,5-difluorobenzyl)-1-(oxetan-2-ylmethyl)-1H-benzo[d]imidazole-6-carboxylate BrC1=CC(=C(S1)COC1=CC=CC(=N1)C1=CC(=C(CC2=NC3=C(N2C[C@H]2OCC2)C=C(C=C3)C(=O)OC)C=C1F)F)F